BrC1=CC=C(C=2N=C(OC21)N2CC1CCCC(C2)N1C(=O)OC(C)(C)C)OC tert-Butyl 3-(7-bromo-4-methoxybenzo[d]oxazol-2-yl)-3,9-diazabicyclo[3.3.1]nonane-9-carboxylate